CC1=C(C=C(C=C1[N+](=O)[O-])C(F)(F)F)[N+](=O)[O-] 2-methyl-1,3-dinitro-5-(trifluoromethyl)benzene